N-(3-((3-amino-5-(4-amino-4-(fluoromethyl)piperidin-1-yl)pyrazin-2-yl)thio)-2-chlorophenyl)-2-hydroxy-4-oxo-6,7,8,9-tetrahydro-4H-pyrido[1,2-a]pyrimidine-3-carboxamide NC=1C(=NC=C(N1)N1CCC(CC1)(CF)N)SC=1C(=C(C=CC1)NC(=O)C1=C(N=C2N(C1=O)CCCC2)O)Cl